SC(C(=O)OC(CCC)OC(C(C)S)=O)C butanediol di(mercaptopropionate)